F[C@]1([C@H](C[C@@H](O1)N1C(=O)NC(=O)C=C1)O)C(O)I deoxy-4'-fluoro-5'-iodouridine